(E)-4-(pyridin-2-yl)-2-(thiophen-2-yl)prop-2-en-1-one Methyl-2-[7-(hydroxymethyl)-1,3-dihydro-2-benzofuran-1-yl]acetate COC(CC1OCC2=C1C(=CC=C2)CO)=O.N2=C(C=CC=C2)C=2C=C(SC2)C(C=O)=C